cis-2-(5-(8-(dimethylamino)-2-oxo-8-phenyl-1,3-diazaspiro[4.5]decan-3-yl)pyrimidin-2-yl)benzonitrile CN(C1(CCC2(CN(C(N2)=O)C=2C=NC(=NC2)C2=C(C#N)C=CC=C2)CC1)C1=CC=CC=C1)C